C1=CC=C2C=CC3=CC=CC4=C5C(=C1C2=C34)CC=3C=CC=CC35 Indeno-pyrene